1-(1-(4-(2-(dimethylamino)pyrimidin-5-yl)benzyl)-1H-indol-5-yl)-5-methyl-1H-pyrazole-3-carboxamide CN(C1=NC=C(C=N1)C1=CC=C(CN2C=CC3=CC(=CC=C23)N2N=C(C=C2C)C(=O)N)C=C1)C